S.[K] Kalium hydrogensulfid